C1(CC1)C=1C(=C(C=C(C1)C(F)(F)F)O)C1=C2C(=C(N=N1)[14NH][C@H]1CN(CCC1)C)C=NC=C2 3-cyclopropyl-2-[4-[[(3R)-1-methyl-3-piperidyl](14N)amino]pyrido[3,4-d]pyridazin-1-yl]-5-(trifluoromethyl)phenol